(±)-cis-tert-butyl-4-hydroxy-2,5-dimethylpiperidine-1-carboxylate C(C)(C)(C)OC(=O)N1C(CC(C(C1)C)O)C